3-(4-((4-fluoro-4'-methylbiphenyl-2-yl)methoxy)phenyl)propanoic acid FC1=CC(=C(C=C1)C1=CC=C(C=C1)C)COC1=CC=C(C=C1)CCC(=O)O